2-methyl-1-((4-(2-(4-(methylsulfonyl)phenyl)furo[3,2-b]pyridin-7-yl)pyridin-2-yl)oxy)propan-2-ol CC(COC1=NC=CC(=C1)C1=C2C(=NC=C1)C=C(O2)C2=CC=C(C=C2)S(=O)(=O)C)(C)O